CN1C(=C(C2=C(C=CC=C12)C)\N=N\C1=CC=C(C=C1)C)C(=O)C1=CC=CC=C1 (E)-(1,4-dimethyl-3-(p-tolyldiazenyl)-1H-indol-2-yl)(phenyl)methanone